(2S,4S)-N-{3-[2-(4-chloro-3-fluorophenoxy)acetamido]bicyclo[1.1.1]pent-1-yl}-4-hydroxy-3,4-dihydro-2H-1-benzopyran-2-carboxamide ClC1=C(C=C(OCC(=O)NC23CC(C2)(C3)NC(=O)[C@H]3OC2=C([C@H](C3)O)C=CC=C2)C=C1)F